BrC=1C=C(C=2N(C1)N=CC2)O 6-bromopyrazolo[1,5-a]pyridin-4-ol